ClC1=C(C=NC=C1C=O)Cl 4,5-dichloronicotinaldehyde